N-(4-{[6-(5-chloro-2-fluorophenyl)-3-(piperidin-4-yl)pyridazin-4-yl]amino}pyridin-2-yl)-3-(4-methylpiperazin-1-yl)propanamide ClC=1C=CC(=C(C1)C1=CC(=C(N=N1)C1CCNCC1)NC1=CC(=NC=C1)NC(CCN1CCN(CC1)C)=O)F